4-(pyrrolidin-1-yl)butyric acid N1(CCCC1)CCCC(=O)O